C(CC)[Si](C1=CC=C(C=C1)P(N)C1=CC=C(C=C1)[Si](CCC)(CCC)CCC)(CCC)CCC 1,1-bis(4-(tripropylsilyl)phenyl)phosphanamine